OC=1C=C2CC[C@@H]([C@@H](C2=CC1)C1=CC=C(OCCCC(=O)N2CCC(CC2)OC2=CC=C3C(=NN(C3=C2)C)C2C(NC(CC2)=O)=O)C=C1)C1=CC=CC=C1 3-(6-((1-(4-(4-((1R,2S)-6-hydroxy-2-phenyl-1,2,3,4-tetrahydronaphthalen-1-yl)-phenoxy)butanoyl)piperidin-4-yl)oxy)-1-methyl-1H-indazol-3-yl)piperidine-2,6-dione